ClC=1C=NC(=C(C(=O)NC2CCC(CC2)CN2C(N(C3=C2C=CC=C3)C3=CC(=C(C=C3)F)C#N)=O)C1)C 5-chloro-N-((1r,4r)-4-((3-(3-cyano-4-fluorophenyl)-2-oxo-2,3-dihydro-1H-benzo[d]imidazol-1-yl)methyl)cyclohexyl)-2-methylnicotinamide